CC1=CC(=NO1)N[C@@H](C(SC)C=O)C(=O)NCC(=O)O N-5-methylisoxazolyl-3-formyl-S-methyl-L-cysteinyl-glycine